F[C@H](C(=O)NC1=C(C=C(C=C1)NCC1=CC=C(C=C1)C(F)(F)F)N1CCCC1)[C@H](CCCC)F (2R,3S)-2,3-difluoro-N-(2-(pyrrolidin-1-yl)-4-((4-(trifluoromethyl)benzyl)amino)phenyl)heptanamide